C1(CCCCC1)C1=C(C(=O)O)C(=CC(=C1)C1CCCCC1)C1CCCCC1 2,4,6-tricyclohexylbenzoic acid